7-(4-((1,3-Dihydro-2-benzofuran-5-yl)oxy)piperidin-1-yl)-6-methyl-[1,2,4]triazolo[4,3-a]pyrimidin-3(2H)-one C1OCC2=C1C=CC(=C2)OC2CCN(CC2)C2=NC=1N(C=C2C)C(NN1)=O